2-(4-cyclopropylsulfonylphenyl)ethynyl-trimethyl-silane C1(CC1)S(=O)(=O)C1=CC=C(C=C1)C#C[Si](C)(C)C